FC(C(=O)N1CC(C1)(N1N=C(C=2C1=NC=CC2)C2=CC=C(C=C2)C(F)(F)F)CC(=O)N)=C 2-(1-(2-fluoroacryloyl)-3-(3-(4-(trifluoromethyl)phenyl)-1H-pyrazolo[3,4-b]pyridin-1-yl)-azetidin-3-yl)acetamide